BrC=1N=CC(=NC1)C1=CC(=C(C(=O)OC)C=C1)C methyl 4-(5-bromopyrazin-2-yl)-2-methylbenzoate